3-(propan-2-yloxy)azetidine hydrochloride Cl.CC(C)OC1CNC1